methyl 7-(1-(adamantan-1-ylmethyl)-5-methyl-1H-pyrazol-4-yl)-3-(5-(benzo[d]thiazol-2-ylamino)pyrazin-2-yl)imidazo[1,2-a]pyridine-8-carboxylate C12(CC3CC(CC(C1)C3)C2)CN2N=CC(=C2C)C2=C(C=3N(C=C2)C(=CN3)C3=NC=C(N=C3)NC=3SC2=C(N3)C=CC=C2)C(=O)OC